C(CCC)C(CC(C(=O)O)(CCCCCCCC(CCCCCCCCC(=O)O)NCCCN1CCCC1)CC(CCCCCC)CCCC)CCCCCC bis(2-butyloctyl)10-((3-(pyrrolidin-1-yl)propyl)amino)nonadecanedioic acid